1'-(4-chloro-2-methylsulfonylphenyl)-2-(2-ethoxyphenyl)-7-[[(2R)-pyrrolidin-2-yl]methyl]spiro[6,8-dihydro-1,7-naphthyridine-5,4'-piperidine] ClC1=CC(=C(C=C1)N1CCC2(CC1)C=1C=CC(=NC1CN(C2)C[C@@H]2NCCC2)C2=C(C=CC=C2)OCC)S(=O)(=O)C